(2S,4S)-4-fluoro-1-[2-[4-[(6-fluoro-4-quinolinyl)amino]-1-piperidinyl]acetyl]pyrrolidine-2-carbonitrile F[C@H]1C[C@H](N(C1)C(CN1CCC(CC1)NC1=CC=NC2=CC=C(C=C12)F)=O)C#N